9-benzyloxy-1-methyl-4-[(2-methyltetrahydrofuran-2-yl)methoxy]-6,7-dihydrobenzo[a]quinolizin-2-one C(C1=CC=CC=C1)OC1=CC2=C(C3=C(C(C=C(N3CC2)OCC2(OCCC2)C)=O)C)C=C1